(S)-1-((S)-8-(4'-((Butylamino)methyl)biphenyl-3-ylsulfonyl)-1-oxa-8-azaspiro[4.5]-decan-3-ylamino)-3-(3-(1-(hydroxymethyl)cyclopropylsulfonyl)phenoxy)propan-2-ol C(CCC)NCC1=CC=C(C=C1)C1=CC(=CC=C1)S(=O)(=O)N1CCC2(C[C@@H](CO2)NC[C@@H](COC2=CC(=CC=C2)S(=O)(=O)C2(CC2)CO)O)CC1